O1C(=CC2=C1C=CC=C2)C2=C(C(=NC(=N2)C2=CN(C1=NC=C(C=C12)F)S(=O)(=O)C1=CC=C(C)C=C1)NC1C(C2CCC1CC2)C(=O)OC)F (+/-)-trans-methyl 3-((6-(benzofuran-2-yl)-5-fluoro-2-(5-fluoro-1-tosyl-1H-pyrrolo[2,3-b]pyridin-3-yl)pyrimidin-4-yl)amino)bicyclo[2.2.2]octane-2-carboxylate